CC1CC(CC=C1CCC=O)C(C)(C)C 3-[6-methyl-4-(2-methyl-2-propyl)-1-cyclohexen-1-yl]propanal